1-(2,4-difluorophenyl)-6-(hydroxymethyl)pyrazolo[3,4-d]pyrimidin-4-ol FC1=C(C=CC(=C1)F)N1N=CC=2C1=NC(=NC2O)CO